(S)-2-(3-methylmorpholino)-N-((2-(trifluoromethyl)pyridin-3-yl)methyl)pyrido[2,3-d]pyrimidin-4-amine C[C@H]1COCCN1C=1N=C(C2=C(N1)N=CC=C2)NCC=2C(=NC=CC2)C(F)(F)F